FC1(CC(C1)CN1N=C(C(=C1C#N)C)C(C(F)(F)F)(C)O)F 1-((3,3-difluorocyclobutyl)methyl)-4-methyl-3-(1,1,1-trifluoro-2-hydroxypropan-2-yl)-1H-pyrazole-5-carbonitrile